CC1(CCC=2C1=NC1=C(C2NC(=O)N=[S@@](=O)(N)C=2SC=C(C2)C(C)(C)O)CCC1)C (S)-N'-((3,3-dimethyl-1,2,3,5,6,7-hexahydrodicyclopenta[b,e]pyridin-8-yl)carbamoyl)-4-(2-hydroxypropan-2-yl)thiophene-2-sulfonimidamide